10Z,13Z,15E,19Z-pentaenoic acid C(C=CCC)(=O)O